2-((5-(4-isopropylbenzyl)-4-methylthiazol-2-yl)amino)-2-oxoethyl methylsulfamate CNS(OCC(=O)NC=1SC(=C(N1)C)CC1=CC=C(C=C1)C(C)C)(=O)=O